COC1=C(CN(C2=NC(=NN3C2=NC=C3C=C3CCN(CC3)C(=O)OC(C)(C)C)O[C@@H](C)CCC)CC3=C(C=C(C=C3)OC)OC)C=CC(=C1)OC Tert-butyl (S)-4-((4-(bis(2,4-dimethoxybenzyl)amino)-2-(pent-2-yloxy)imidazo[2,1-f][1,2,4]triazin-7-yl)methylene)piperidin-1-carboxylate